3-(2-(dimethylamino)-2-oxoethoxy)-5-((oxetan-2-ylmethyl)amino)benzoic acid methyl ester COC(C1=CC(=CC(=C1)NCC1OCC1)OCC(=O)N(C)C)=O